FC1=C2C(=C(C=3N=C(NC31)[C@@H]([C@H](C)O)NC(OC(C)(C)C)=O)F)CC(C2)C=O tert-butyl N-[(1S,2S)-1-(4,8-difluoro-6-formyl-3,5,6,7-tetrahydrocyclopenta[f]benzimidazol-2-yl)-2-hydroxy-propyl]carbamate